BrC1=C(C(=CC=C1)Cl)NC(=O)C=1C(=NC(=NC1)NC1=CC(=C(C=C1)[C@@H]1CNCC1)C)OC (R)-N-(2-bromo-6-chlorophenyl)-4-methoxy-2-((3-methyl-4-(pyrrolidin-3-yl)phenyl)amino)pyrimidine-5-carboxamide